C(C(=C)C)(=O)OC1(COCOC1)CC (5-ethyl-1,3-dioxane-5-yl) methacrylate